N1(CCN(CCN(CCN(CC1)CC(=O)OC(C)(C)C)CC(=O)OC(C)(C)C)CC(=O)[O-])CC(=O)OC(C)(C)C Tri-tert-butyl 1,4,7,10-tetraazacyclododecane-1,4,7,10-tetraacetate